1-methyl-4-propan-2-ylcyclohexa-1,4-diene CC1=CCC(=CC1)C(C)C